1-(phenyl)prop-2-yn-1-ol C1(=CC=CC=C1)C(C#C)O